BrC1=CC2=C(N(CC3(CC3)CO2)CC2=CC=C(C=C2)F)C=C1C 8-bromo-5-[(4-fluorophenyl)methyl]-7-methyl-spiro[2,4-dihydro-1,5-benzoxazepine-3,1'-cyclopropane]